4-(5-(3,5-dichlorophenyl)-5-(trifluoromethyl)-4,5-dihydroisoxazol-3-yl)-N-(2,2-difluoroethyl)-N-(1-(2,2-difluoroethyl)-5-isopropyl-1H-1,2,4-triazol-3-yl)-2-methylbenzamide ClC=1C=C(C=C(C1)Cl)C1(CC(=NO1)C1=CC(=C(C(=O)N(C2=NN(C(=N2)C(C)C)CC(F)F)CC(F)F)C=C1)C)C(F)(F)F